5-(3-Fluoro-4-(2-(4-(methylsulfonyl)phenyl)ethynyl)phenoxy)-1H-1,2,3-triazole-4-carboxylic acid FC=1C=C(OC2=C(N=NN2)C(=O)O)C=CC1C#CC1=CC=C(C=C1)S(=O)(=O)C